FC(COC1=C(C=CC=C1)N1N=C(C=C(C1=O)C(=O)NC1=C(C=C(C=C1)C(C)(C)O)F)C)F 2-[2-(2,2-difluoroethoxy)phenyl]-N-[2-fluoro-4-(2-hydroxypropan-2-yl)phenyl]-6-methyl-3-oxo-2,3-dihydropyridazine-4-carboxamide